COC(C=C)=O.C12C=CC(CC1)C2 norbornene (methyl)acrylate